(3s,4s)-3,4-dihydroxy-4-phenylbutyl pivalate C(C(C)(C)C)(=O)OCC[C@@H]([C@H](C1=CC=CC=C1)O)O